FC1(O[C@H]([C@H](NC1)C(NC1=NC=C(C=N1)C(F)(F)F)([2H])[2H])C)F N-(((2S,3R)-6,6-difluoro-2-methylmorpholin-3-yl)methyl-d2)-5-(trifluoromethyl)pyrimidineamine